(6-bromo-3-fluoro-4-(hydroxymethyl)-2-nitrophenyl)-D-alanine methyl ester COC([C@H](NC1=C(C(=C(C=C1Br)CO)F)[N+](=O)[O-])C)=O